[Br-].O=CCCC[Zn+] Oxobutylzinc bromide